FC1=CC=C(C=C1)C1(CCN(CC1)C1=CN=CC(=N1)C(=O)N1CCN(CC1)C)O (6-(4-(4-fluorophenyl)-4-hydroxypiperidin-1-yl)pyrazin-2-yl)(4-methylpiperazin-1-yl)methanone